NC12C[C@@H](C(CC1)(CC2)NC(COC2=CC(=C(C=C2)Cl)Cl)=O)O (S)-N-(4-amino-2-hydroxy-bicyclo[2.2.2]oct-1-yl)-2-(3,4-dichlorophenoxy)acetamide